C(C)(C)NC1=C(C=NC2=NC=C(C=C12)C=1C=NNC1)C(=O)O 4-(isopropylamino)-6-(1H-pyrazol-4-yl)-1,8-naphthyridine-3-carboxylic acid